CN([C@H]1CN(CC1)CC=1C=C(C=C(C1)C(F)(F)F)NC(=O)C1=CSC=2CN(CCC21)CC=2C=C1C(=NC2)NN=C1C)C (R)-N-(3-((3-(Dimethylamino)pyrrolidin-1-yl)methyl)-5-(trifluoromethyl)phenyl)-6-((3-methyl-1H-pyrazolo[3,4-b]pyridin-5-yl)methyl)-4,5,6,7-tetrahydrothieno[2,3-c]pyridin-3-carboxamid